(±)-3-(4-Fluoro-phenyl)-N-[1-(1,2,3,4-tetrahydro-quinolin-7-yl)ethyl]-acrylamide FC1=CC=C(C=C1)C=CC(=O)N[C@H](C)C1=CC=C2CCCNC2=C1 |r|